(S)-2-(4-(7-(8-ethynyl-7-fluoro-3-hydroxynaphth-1-yl)-8-fluoro-2-((tetrahydro-1H-pyrrolizin-7a(5H)-yl)methoxy)quinazolin-4-yl)piperazin-2-yl)acetonitrile C(#C)C=1C(=CC=C2C=C(C=C(C12)C1=CC=C2C(=NC(=NC2=C1F)OCC12CCCN2CCC1)N1C[C@@H](NCC1)CC#N)O)F